4-(((2-hydroxyethyl)amino)methyl)thiazole-2-carboxamide OCCNCC=1N=C(SC1)C(=O)N